N-phenyl-6-(piperazin-1-yl)pyridine-3-sulfonamide C1(=CC=CC=C1)NS(=O)(=O)C=1C=NC(=CC1)N1CCNCC1